C[C@H]1C=C(CNC1)C1=CNC2=NC=CC=C21 (S)-3-(5-methyl-1,2,5,6-tetrahydropyridin-3-yl)-1H-pyrrolo[2,3-b]pyridine